5-(3-(2-fluoroethyl)-2-methyl-3H-imidazo[4,5-b]pyridin-5-yl)-N-(cis-3-(2-methoxyethoxy)cyclobutyl)pyrrolo[2,1-f][1,2,4]triazin-2-amine FCCN1C(=NC=2C1=NC(=CC2)C=2C=CN1N=C(N=CC12)N[C@@H]1C[C@@H](C1)OCCOC)C